N-(3-bromo-5-(trifluoromethyl)pyridin-2-yl)-3-(5-isopropoxypyridin-2-yl)-1,2,4-thiadiazol-5-amine BrC=1C(=NC=C(C1)C(F)(F)F)NC1=NC(=NS1)C1=NC=C(C=C1)OC(C)C